(R)-1-((Z)-(((4-chlorophenyl)sulfonyl)imino)((S)-3-(4-fluorophenyl)-4-phenyl-4,5-dihydro-1H-pyrazol-1-yl)methyl)pyrrolidine-3-sulfonamide ClC1=CC=C(C=C1)S(=O)(=O)\N=C(\N1C[C@@H](CC1)S(=O)(=O)N)/N1N=C([C@H](C1)C1=CC=CC=C1)C1=CC=C(C=C1)F